(S)-3-(3-chloro-4-fluorophenyl)-1-(8-fluoro-6-oxo-1,4,5,6-tetrahydro-2H-pyrano[3,4-c]isoquinolin-1-yl)-1-isobutyl-urea ClC=1C=C(C=CC1F)NC(N(CC(C)C)[C@@H]1COCC=2NC(C=3C=C(C=CC3C21)F)=O)=O